(S)-1-(3-bromo-5-fluorophenyl)-3-chloropropane-1-ol BrC=1C=C(C=C(C1)F)[C@H](CCCl)O